CC1=CC=C2C(CC(OC2=C1)CCC)NC(=O)C=1C(NC(=CC1)C(F)(F)F)=O N-(7-methyl-2-propylchroman-4-yl)-2-oxo-6-(trifluoromethyl)-1,2-dihydropyridine-3-carboxamide